Cl.Cl.N1=C(C=CC=C1)CC=1N=C(C2=C(N1)NC=C2)N [(pyridin-2-yl)methyl]-7H-pyrrolo[2,3-d]pyrimidin-4-amine dihydrochloride